6-(4-methylbenzyl)-8-(morpholin-4-yl)-3-(tetrahydro-2H-pyran-4-ylmethyl)pyrido[2,3-d][1,2,4]triazolo[4,3-b]pyridazine CC1=CC=C(CC=2C3=C(C=4N(N2)C(=NN4)CC4CCOCC4)N=CC(=C3)N3CCOCC3)C=C1